6-(4-isopropyl-3-(4-(1-(tetrahydro-2H-pyran-4-yl)piperidin-4-yl)phenyl)-1H-pyrazol-5-yl)-8-methoxy-[1,2,4]triazolo[1,5-a]pyridine C(C)(C)C=1C(=NNC1C=1C=C(C=2N(C1)N=CN2)OC)C2=CC=C(C=C2)C2CCN(CC2)C2CCOCC2